3-{4-[8-amino-5-(4-aminocyclohex-1-en-1-yl)-3-methylimidazo[1,5-a]pyrazin-1-yl]naphthalen-1-yl}-1-(3,5-dimethylphenyl)urea NC=1C=2N(C(=CN1)C1=CCC(CC1)N)C(=NC2C2=CC=C(C1=CC=CC=C21)NC(NC2=CC(=CC(=C2)C)C)=O)C